NC1=NC=2C=CC(=CC2C2=C1C=NN2C)C(=O)N(OC)CC2=NC=C(C=C2)Br 4-amino-N-((5-bromopyridin-2-yl)methyl)-N-methoxy-1-methyl-1H-pyrazolo[4,3-c]quinoline-8-carboxamide